ClC1=C(C=C(C=N1)NC(C)=O)C=1C=CC=2N(C1)C(=CN2)C#N N-(6-chloro-5-(3-cyanoimidazo[1,2-a]pyridin-6-yl)pyridin-3-yl)acetamide